C(C)(C)C1=CC(=NN1)C(=O)N1C[C@H]2C([C@H]2C1)C1=NN=CN1C (5-isopropyl-1H-pyrazol-3-yl)[(1R,5S,6r)-6-(4-methyl-4H-1,2,4-triazol-3-yl)-3-azabicyclo[3.1.0]hex-3-yl]methanone